C(C)OC(=O)C1=CC=2C(=C(N=CC2C=C)OC)N1COCC[Si](C)(C)C 7-methoxy-1-((2-(trimethylsilyl)ethoxy)methyl)-4-vinyl-1H-pyrrolo[2,3-c]pyridine-2-carboxylic acid ethyl ester